C(C)(=O)N acetic acid amide